NC1=C2C(=NC=N1)N(N=C2N2C(=CC1=CC=CC=C21)C(=O)NOCC)C(C)C (4-amino-1-isopropyl-pyrazolo[3,4-d]pyrimidin-3-yl)-N-ethoxy-1H-indole-2-carboxamide